(2,2-dimethyl-2H-chromen-6-yl)methylamine CC1(OC2=CC=C(C=C2C=C1)CN)C